COC(=O)C(C(O)=O)CCC[C@@H]1SC[C@@H]2NC(=O)N[C@H]12 methoxycarbonyl-biotin